3-cyclobutyl-6-methoxy-3,4-dihydroacridine-1,9(2H,10H)-dione C1(CCC1)C1CC(C=2C(C3=CC=C(C=C3NC2C1)OC)=O)=O